ClC=1C=C(C=CC1)N1CC2(C3=NC(=CC=C31)C#N)CCCC2 1'-(3-chlorophenyl)-1',2'-dihydrospiro[cyclopentane-1,3'-pyrrolo[3,2-b]pyridine]-5'-carbonitrile